((4-((2-amino-3-fluoropropionamido) methyl) phenyl) (imino) methyl) carbamate hydrochloride Cl.C(N)(OC(=N)C1=CC=C(C=C1)CNC(C(CF)N)=O)=O